OCCN(CCS(=O)(=O)O)CCO 2-[Bis(2-hydroxyethyl)amino]ethanesulfonic acid